Di-tert-butyl (4aS)-10-methyl-l-1-oxo-1,2,4,4a,5,6,11,12-octahydro-3H,10H-pyrazino[1',2':5,6][1,5]oxazocino[2,3-g]quinoxaline-3,9(14H)-dicarboxylate CC1CNC2=CC3=C(C=C2N1C(=O)OC(C)(C)C)OCC[C@@H]1N(C3)C(CN(C1)C(=O)OC(C)(C)C)=O